BrC1=C(C(=C2C(=NC(=NC2=C1F)SC)N1CC2CCC(C1)N2C(=O)OC(C)(C)C)F)C#N tert-butyl 3-(7-bromo-6-cyano-5,8-difluoro-2-(methylthio)quinazolin-4-yl)-3,8-diazabicyclo[3.2.1]octane-8-carboxylate